(E)-6-(4-methoxyphenyl)-N'-(4-(trifluoromethyl)benzylidene)pyrazine-2-carbohydrazide COC1=CC=C(C=C1)C1=CN=CC(=N1)C(=O)N/N=C/C1=CC=C(C=C1)C(F)(F)F